ClC1=C2C(=NN(C2=CC=C1)CC1=CC=C(C=C1)C(F)(F)F)NC(=O)C=1C(=NOC1)C N-(4-chloro-1-(4-(trifluoromethyl)benzyl)-1H-indazol-3-yl)-3-methylisoxazole-4-carboxamide